C(N)(O[C@H]1[C@H](CC2=CC(=CC(=C12)Cl)Cl)O)=O (1R,2S)-5,7-dichloro-2-hydroxy-2,3-dihydro-1H-inden-1-yl carbamate